[4-(1-methyl-1H-pyrazol-4-yl)-benzyl]-(6-{7-[3-(oxetan-3-ylamino)-propoxy]-imidazo[1,2-a]pyridine-3-yl}-pyrimidin-4-yl)-amine CN1N=CC(=C1)C1=CC=C(CNC2=NC=NC(=C2)C2=CN=C3N2C=CC(=C3)OCCCNC3COC3)C=C1